3-(3-((2-((5-methyl-2-(1-methylpiperidin-4-yl)thiazol-4-yl)amino)-5-(trifluoromethyl)pyrimidin-4-yl)amino)propyl)-1,3-oxazinan-2-one CC1=C(N=C(S1)C1CCN(CC1)C)NC1=NC=C(C(=N1)NCCCN1C(OCCC1)=O)C(F)(F)F